FC=1C=C(C=CC1)NC(=O)[C@@H]1CC12CCN(CC2)C(=O)OC(C(F)(F)F)C(F)(F)F |r| 1,1,1,3,3,3-hexafluoro-propan-2-yl (±)-1-((3-fluorophenyl)carbamoyl)-6-azaspiro[2.5]octane-6-carboxylate